ClC=1C=C(C=CC1)C(CCCCCOB([O-])[O-])(C1=CC(=CC=C1)Cl)C1=CC(=CC=C1)Cl.C[N+](CCCC1=CC=CC=C1)(C)CCCCCCCCCCCCCCCC.C[N+](C)(CCCC1=CC=CC=C1)CCCCCCCCCCCCCCCC N,N-dimethyl-N-(3-phenylpropyl)hexadecylammonium tri(3-chlorophenyl)hexylborate